C(C)N1C=NC2=C1N=NC=C2C=2C=CC(=C(C2)C=2C(=CC=1N(C2)C=C(N1)C(C)(C)O)OC)F 2-(6-(5-(7-Ethyl-7H-imidazo[4,5-c]pyridazin-4-yl)-2-fluorophenyl)-7-methoxyimidazo[1,2-a]pyridin-2-yl)propan-2-ol